ClC1=C(C=CC(=C1)Cl)C=1CCCC2=C(C1C1=CC=C(C=C1)CC1CN(C1)CCCF)C=CC(=C2)C(=O)OC methyl 8-(2,4-dichlorophenyl)-9-(4-((1-(3-fluoropropyl)azetidin-3-yl)methyl)phenyl)-6,7-dihydro-5H-benzo[7]annulene-3-carboxylate